FC=1C=C(C=CC1C)C1=CC2=C(N=CN=C2N2C[C@H](NCC2)C(=O)NCC2=CC=C(C=C2)SC)S1 (S)-4-(6-(3-fluoro-4-methylphenyl)thieno[2,3-d]pyrimidin-4-yl)-N-(4-(methylthio)benzyl)piperazine-2-carboxamide